CN1CCN(CC1)CC1=NC=2C(=NC=CC2C2CCN(CC2)C(=O)C2=CC=C(C=C2)OC(F)(F)F)N1 [4-[2-[(4-methylpiperazin-1-yl)methyl]-3H-imidazo[4,5-b]pyridin-7-yl]-1-piperidyl]-[4-(trifluoromethoxy)phenyl]methanone